C(#N)C12CC(CC(N1C(=O)OC(C)(C)C)C2)C tert-butyl cis-1-cyano-3-methyl-6-azabicyclo[3.1.1]heptane-6-carboxylate